2-(2-prop-2-ynyloxyethyl)malonic acid diethyl ester C(C)OC(C(C(=O)OCC)CCOCC#C)=O